tert-butyl 1-methyl-6,7-dihydropyrazolo[4,3-b]pyridine-4-carboxylate CN1N=CC=2N(CCCC21)C(=O)OC(C)(C)C